C1N=NC=2N1C1=C(C=CC=C1NC2)C#N 5H-[1,2,4]triazolo[4,3-a]quinoxaline-9-carbonitrile